NC1=NN2C(N=CC=C2)=C1C(=O)N[C@@H](C)C=1N(C(C2=C(C=CC=C2C1)C#CC1CN(C(C1)=O)CC1=C(C=C(C=C1)OC)OC)=O)C1=CC=CC=C1 2-amino-N-((1S)-1-(8-(2-(1-((2,4-dimethoxyphenyl)methyl)-5-oxopyrrolidin-3-yl)ethynyl)-1-oxo-2-phenylisoquinoline-3-yl)ethyl)pyrazolo[1,5-a]pyrimidine-3-carboxamide